N-[(1R)-5-(5-Ethyl(1,2,4-oxadiazol-3-yl))indanyl][1-((2S)-2-hydroxypropyl)-pyrazol-4-yl]carboxamid C(C)C1=NC(=NO1)C=1C=C2CC[C@H](C2=CC1)NC(=O)C=1C=NN(C1)C[C@H](C)O